2,4-diethylthiophen-3-amine hydrochloride Cl.C(C)C=1SC=C(C1N)CC